C(C1=CC=CC=C1)OC=1C=C2CC[C@H](CC2=C(C1N1S(NC(C1)=O)(=O)=O)F)NCCCC(CN(C(=O)OC(C)(C)C)C(=O)OC(C)(C)C)(F)F di-tert-butyl (5-{[(2R)-6-(benzyloxy)-8-fluoro-7-(1,1,4-trioxo-1λ6,2,5-thiadiazolidin-2-yl)-1,2,3,4-tetrahydronaphthalen-2-yl]amino}-2,2-difluoropentyl)-2-imidodicarbonate